3-(2-chloro-3-(1,4-benzodioxan-6-yl)anilino)isothiazolo[4,5]-isothiazole ClC1=C(NC2=NSC3=C2C=NS3)C=CC=C1C1=CC3=C(OCCO3)C=C1